2-bromo-4-fluoro-5-(4-fluorophenyl)pyridine BrC1=NC=C(C(=C1)F)C1=CC=C(C=C1)F